6-bromo-2-methyl-4-[(benzyl)oxy]-1h-benzimidazole BrC=1C=C(C2=C(NC(=N2)C)C1)OCC1=CC=CC=C1